5-oxo-4H-pyrazolo[1,5-a]pyrimidine-3-carboxylic acid O=C1NC=2N(C=C1)N=CC2C(=O)O